C(C)(C)(C)C1=NN(C(=C1)C(=O)NC=1C2=C(NN1)C(N(C2)C(=O)N2C[C@H]1N(C[C@@H]2C)CCC1)(C)C)C 3-tert-butyl-N-(6,6-dimethyl-5-((3s,8as)-3-methyl-octahydropyrrolo[1,2-a]pyrazine-2-carbonyl)-1,4,5,6-tetrahydropyrrolo[3,4-c]pyrazol-3-yl)-1-methyl-1H-pyrazole-5-carboxamide